C4-bromo-7-chlorobenzo[d][1,3]dioxole BrC1=CC=C(C=2OCOC21)Cl